C(C)C(C(=O)O)C(C1=CC(=CC=C1)OCCCC#C)=O.C(CC)(=O)O propanoate (ethyl-3-oxo-3-(3-(pent-4-yn-1-yloxy) phenyl) propanoate)